N,N'-bis-[4-(phenylsulfonyloxy)phenyl]urea C1(=CC=CC=C1)S(=O)(=O)OC1=CC=C(C=C1)NC(=O)NC1=CC=C(C=C1)OS(=O)(=O)C1=CC=CC=C1